N1C=CC2=CC(=CC=C12)OC1=C(C(=O)NS(=O)(=O)C2=CC(=C(C=C2)NCC2CCOCC2)[N+](=O)[O-])C=CC=C1 2-(1H-indol-5-yloxy)-N-({3-nitro-4-[(tetrahydro-2H-pyran-4-ylmethyl)amino]phenyl}sulfonyl)benzamide